C(C)C1=NN=C2N1C1=C(C(=C(C=C1NC2(C)C)F)C=2C=CC=C1C(=CNC21)C#CC)F 1-Ethyl-7,9-difluoro-4,4-dimethyl-8-(3-prop-1-ynyl-1H-indol-7-yl)-5H-[1,2,4]triazolo[4,3-a]quinoxaline